CN1N=NC(=C1NC(O[C@H](C)C1=C(C=CC=C1)SC)=O)C1=NC(=C(C=C1)NS(=O)(=O)C)C (R)-1-(2-(methylthio) phenyl)ethyl (1-methyl-4-(6-methyl-5-(methyl-sulfonamido)pyridin-2-yl)-1H-1,2,3-triazol-5-yl)carbamate